C1(CC1)COC(NC1=NC=CC(=C1)C=1OC=C(N1)C(NC=1C(=NN(C1)C1CCC(CC1)C=O)C(F)F)=O)=O (cyclopropylmethyl)-N-[4-[4-[[3-(difluoromethyl)-1-(4-formylcyclohexyl)pyrazol-4-yl] carbamoyl]oxazol-2-yl]-2-pyridyl]carbamate